O=CCC(=O)NN1C=CC=C1 3-oxo-N-(1H-pyrrol-1-yl)propionamide